O=C1N(CCC1)C1=CC=C(C=C1)C1=CC=C2C(=N1)SC(=N2)NC(OC(C)(C)C)=O tert-butyl (5-(4-(2-oxopyrrolidin-1-yl)phenyl)thiazolo[5,4-b]pyridin-2-yl)carbamate